N1N=C(C=C1)[C@@H](C)N (R)-1-(1H-pyrazol-3-yl)ethan-1-amine